C(C(=O)[O-])(=O)[O-].N[NH-] aminoamide oxalate